6-Chloro-N-(1-methylpiperidin-4-yl)-2-{4-[4-(pyridin-2-ylmethyl)piperazin-1-yl]phenyl}-3H-imidazo[4,5-b]pyridin-7-amine ClC=1C(=C2C(=NC1)NC(=N2)C2=CC=C(C=C2)N2CCN(CC2)CC2=NC=CC=C2)NC2CCN(CC2)C